FC1=CC(=C(C(=O)OC)C=C1F)NC1=C(C=C(C=C1)F)C methyl 4,5-difluoro-2-((4-fluoro-2-methyl-phenyl)-amino)-benzoate